N-[(1S)-1-[5-(methylamino)-2-[5-(morpholine-4-carbonyl)thiazol-2-yl]-1,2,4-triazol-3-yl]ethyl]-3,5-bis(trifluoromethyl)benzamide CNC=1N=C(N(N1)C=1SC(=CN1)C(=O)N1CCOCC1)[C@H](C)NC(C1=CC(=CC(=C1)C(F)(F)F)C(F)(F)F)=O